CC1=CC=C(C=C1)CC(=O)C1=CC=CC=C1 4-methylphenyl-acetophenone